magnesium zirconium salt [Zr].[Mg]